C1(=CC=CC=C1)CCC(SCCCCCCC(=O)NC=1SC=C(N1)C1=CC=C(C=C1)OC)=O S-(7-((4-(4-methoxyphenyl) thiazol-2-yl)amino)-7-oxoheptyl) 3-phenylpropane-thioate